OCCC=C(C(=O)O)C.C(C(=C)C)(=O)OCCO 2-hydroxyethyl methacrylate [(2-hydroxylethyl) methacrylate]